5-chloro-2-hydroxy-N-(2-nitrophenyl)benzamide ClC=1C=CC(=C(C(=O)NC2=C(C=CC=C2)[N+](=O)[O-])C1)O